4-methyl-7-hydroxycoumarin-13C CC1=C[13C](OC2=CC(=CC=C12)O)=O